CC1(CC(CCC1)CC=O)C Z-3,3-dimethyl-1-cyclohexane-acetaldehyde